N-(2-FORMYL-5-METHYL-PHENYL)-ACETAMIDE C(=O)C1=C(C=C(C=C1)C)NC(C)=O